C(C=CC1=CC=CC=C1)C(C(C1=CC=CC=C1)=O)C(C1=CC=CC=C1)=O cinnamyl-dibenzoyl-methane